COC1=C(C=CC(=C1)OC)C=1C=CC=2N(C3=CC=C(C=C3OC2C1)C1=C(C=C(C=C1)OC)OC)C 3,7-bis(2,4-dimethoxyphenyl)-10-methyl-10H-phenoxazine